5-methyl-1-(1-(4-((3ar,6as)-2-methyl-octahydrocyclopenta[c]pyrrol-5-yl)benzyl)-1H-indol-5-yl)-1H-1,2,4-triazole-3-carboxamide CC1=NC(=NN1C=1C=C2C=CN(C2=CC1)CC1=CC=C(C=C1)C1C[C@@H]2[C@@H](CN(C2)C)C1)C(=O)N